(8-{[2-(4-Bromophenyl)imidazo[1,2-a]pyridin-3-yl]methyl}-3,8-diazabicyclo[3.2.1]oct-3-yl)-(3-methoxyphenyl)methanon BrC1=CC=C(C=C1)C=1N=C2N(C=CC=C2)C1CN1C2CN(CC1CC2)C(=O)C2=CC(=CC=C2)OC